ONC1=CC(=C(C=C1)C1=CC=C(N)C=C1)C N-hydroxy-2-methylbenzidine